(S)-9-amino-4-ethyl-8-fluoro-4-hydroxy-11-(2-hydroxyeth-yl)-1,12-dihydro-14H-pyrano-[3',4':6,7]indolizino[1,2-b]-quinoline-3,14(4H)-dione NC1=CC=2C(=C3C(=NC2C=C1F)C1=CC2=C(C(N1C3)=O)COC([C@]2(O)CC)=O)CCO